(R)-3-amino-1-(2-((6-amino-9H-purin-9-yl)methyl)-4-chloro-3-cyanophenyl)-N-cyclopropylpyrrolidine-3-carboxamide N[C@]1(CN(CC1)C1=C(C(=C(C=C1)Cl)C#N)CN1C2=NC=NC(=C2N=C1)N)C(=O)NC1CC1